P(O)(=O)(OP(=O)(O)O)O[C@H]1C[C@@H](O[C@@H]1COC(C)=O)N1C=NC=2C(=O)NC(N)=NC12 2'-deoxy-5'-O-acetylguanosine 3'-diphosphate